2,3-dicyano-1,4-phenylenedi(4,4,4-trifluorobutenoate) C(#N)C1=C(C=CC(=C1C#N)C(C(=O)[O-])=CC(F)(F)F)C(C(=O)[O-])=CC(F)(F)F